(1S,2S)-1,2-bis[(4R)-2,2-dimethyl-1,3-dioxolan-4-yl]ethane-1,2-diol CC1(OC[C@@H](O1)[C@H]([C@H](O)[C@@H]1OC(OC1)(C)C)O)C